7-ethylimidazo[1,2-a]pyridine C(C)C1=CC=2N(C=C1)C=CN2